N1N=NC2=NC(=CC=C21)C=2C=C(C(=O)OC)C=C(C2)[N+](=O)[O-] methyl 3-(1H-[1,2,3]triazolo[4,5-b]pyridin-5-yl)-5-nitrobenzoate